2-amino-3-hydroxy-3-(4-(methylsulfonyl)phenyl)propionic acid NC(C(=O)O)C(C1=CC=C(C=C1)S(=O)(=O)C)O